7-(8-methoxy-2-methyl-imidazo[1,2-b]pyridazin-6-yl)-2-[(3R,4S)-3,4-difluoro-4-piperidinyl]thiazolo[3,2-a]pyrimidin-5-one COC=1C=2N(N=C(C1)C=1N=C3N(C(C1)=O)C=C(S3)[C@]3([C@@H](CNCC3)F)F)C=C(N2)C